FC(C(=O)O)(F)F.C(#N)C1(CC1)NC(=O)C1(CCCCC1)NC(C(F)(F)F)C=1C=CC2=C(OC3=C2C=CC=C3)C1 N-(1-cyanocyclopropyl)-1-((1-(dibenzo[b,d]furan-3-yl)-2,2,2-trifluoroethyl)amino)cyclohexane-1-carboxamide trifluoroacetate